CC1=NC(=CC(=C1)C=1NC2=CC=C(C=C2C1C(C)C)C1OCCN(C1)CC(=O)NC)C 2-(2-(2-(2,6-dimethylpyridin-4-yl)-3-isopropyl-1H-indol-5-yl)morpholino)-N-methylacetamide